FC(C(=O)[O-])(F)F.CN(C(=O)[C@@H]1C2=C([C@@H]3N(C(N1C3)=O)OS(=O)(=O)O)SC=C2CNC(=N)[NH3+])C [N-[[trans-4-(dimethylcarbamoyl)-5,8-methano-6-oxo-7-sulfooxy-4,8-dihydrothieno[2,3-e][1,3]diazepin-3-yl]methyl]carbamimidoyl]ammonium 2,2,2-trifluoroacetate